trifluoromethylpropyltrifluoropropyltrimethoxysilane FC(F)(F)C(O[Si](OC)(OC)CCC(F)(F)F)CCC